iso-propyl-acrylic acid C(C)(C)C(C(=O)O)=C